[Cr](=O)(=O)([O-])[O-].[Co+2].[Ni+2].[Li+] lithium nickel cobalt chromate